CN1CCC(=CC1)C=1C(=NC=CC1)N1CCN(CC1)[C@H]1CC2(CN(C2)C(=O)OCC)CC1 ethyl (6R)-6-[4-[3-(1-methyl-3,6-dihydro-2H-pyridin-4-yl)-2-pyridyl]piperazin-1-yl]-2-azaspiro[3.4]octane-2-carboxylate